C1CC12CN(CC2)C(=O)[C@@H]2[C@@H](NCCC2)C(=O)N2[C@@H](C[C@H](C2)CC2=CC=C(C=C2)C)C(=O)NCC=2C=C1C=NN(C1=CC2)C (2S,4R)-1-[(2R,3S)-3-(5-azaspiro[2.4]heptane-5-carbonyl)piperidine-2-carbonyl]-N-[(1-methylindazol-5-yl)methyl]-4-(p-tolylmethyl)pyrrolidine-2-carboxamide